C[C@]12C3CC[C@@]4(C(CCC4C3CC=C2C[C@H](CC1)SSCCNC(=N)N)[C@H](C)CCCC(C)C)C (2-(((3S,10R,13R)-10,13-dimethyl-17-((R)-6-methylheptan-2-yl)-2,3,4,7,8,9,10,11,12,13,14,15,16,17-tetradecahydro-1H-cyclopenta[a]phenanthren-3-yl)disulfanyl)ethyl)guanidine